CC1=C(C(=C(C=C1)C(C1=CC=CC=C1)=O)C)C trimethyl-benzoyl-benzene